1-(3-(aminomethyl)benzyl)-2-butyl-7-isopropoxy-1H-imidazo[4,5-d]pyridazin-4-amine 2,2,2-trifluoroacetate FC(C(=O)O)(F)F.NCC=1C=C(CN2C(=NC=3C2=C(N=NC3N)OC(C)C)CCCC)C=CC1